ClC1=CC=C(C=C1)[C@H](CC1=NOC(=N1)CN1N=CC(=C(C1=O)C)C(C)O)O 2-((3-((S)-2-(4-chlorophenyl)-2-hydroxyethyl)-1,2,4-oxadiazol-5-yl)methyl)-5-(1-hydroxyethyl)-4-methylpyridazin-3(2H)-one